CC1=C(C(CCC1)(C)C)C=CC(=CC=CC(=CC=CC=C(C=CC=C(C=CC1=C(CCCC1(C)C)C)C)C)C)C 1,3,3-trimethyl-2-[3,7,12,16-tetramethyl-18-(2,6,6-trimethylcyclohex-1-en-1-yl)octadeca-1,3,5,7,9,11,13,15,17-nonaen-1-yl]cyclohex-1-ene